(S or R)-6-bromo-8-[1-hydroxyethyl]imidazo[1,2-a]pyridine BrC=1C=C(C=2N(C1)C=CN2)[C@H](C)O |o1:10|